3-(4-methylpiperazin-1-yl)-4-(trifluoromethoxy)phenol CN1CCN(CC1)C=1C=C(C=CC1OC(F)(F)F)O